4-(2,4-dimethoxyphenyl)pyrimidine-2-amine COC1=C(C=CC(=C1)OC)C1=NC(=NC=C1)N